20,20,20-trifluoroeicosan-1-ol FC(CCCCCCCCCCCCCCCCCCCO)(F)F